Cl.N[13C@@H]([13CH2][13CH2][13CH2][13CH2]N)[13C](=O)O L-lysine-13C6 monohydrochloride